6-((2-hydroxyethyl)amino)hexyl 4,4-bis(hexyloxy)butanoate C(CCCCC)OC(CCC(=O)OCCCCCCNCCO)OCCCCCC